C(C=C)(=O)OCC(C)(O)OC1=CC=CC=C1 2-phenoxy-2-hydroxypropyl acrylate